ClC1=NC(=CC(=N1)N1[C@@H](COCC1)C)CSC (3R)-4-[2-chloro-6-[((methylsulfanyl)methyl)]Pyrimidin-4-yl]3-methylmorpholine